mono-sec-butoxytris(ethoxyacetoacetyl)titanium C(C)(CC)O[Ti](C(CC(=O)COCC)=O)(C(CC(=O)COCC)=O)C(CC(=O)COCC)=O